4-(4-((6-methoxypyridin-3-yl)oxy)piperidin-1-yl)-5-methyl-6-vinylpyrimidine COC1=CC=C(C=N1)OC1CCN(CC1)C1=NC=NC(=C1C)C=C